5-{6-[(2-cyano-4-fluorophenyl)methyl]-2,6-diazaspiro[3.4]octan-2-yl}-2'-ethoxy-N-[(3R)-1-methylpyrrolidin-3-yl][2,3'-bipyridine]-6-carboxamide C(#N)C1=C(C=CC(=C1)F)CN1CC2(CN(C2)C=2C=CC(=NC2C(=O)N[C@H]2CN(CC2)C)C=2C(=NC=CC2)OCC)CC1